ClC=1C(=CC=C2C=CC=C(C12)C1=NC=C2C3=C(C=NC2=C1F)N(C(C1N3CCNC1)=O)C)F 3-(8-chloro-7-fluoronaphthalen-1-yl)-4-fluoro-7-methyl-9,10,11,12-tetrahydro-7H-pyrazino[1',2':4,5]pyrazino[2,3-c][1,6]naphthyridin-8(8aH)-one